C(C)(C)(C)OC(=O)N1C[C@@H]([C@H](CC1)OCC=1C(=NOC1C1CC1)C1=C(C=CC=C1)OC(F)(F)F)F.BrC=1N=C(SC1)C(C)=O 1-(4-bromothiazol-2-yl)ethanone (3S,4S)-tert-butyl-4-((5-cyclopropyl-3-(2-(trifluoromethoxy)phenyl)isoxazol-4-yl)methoxy)-3-fluoropiperidine-1-carboxylate